NC1=C(C2=C(S1)C(=CC=C2C2=C(C=C1C=3N(N=NC23)CC[C@H]2N(C1=O)CCNC2)F)F)C#N 2-Amino-7-fluoro-4-((R)-2-fluoro-12-oxo-7,7a,8,9,10,11-hexahydro-6H,12H-4,5,5a,9,11a-pentaazabenzo[5,6]cycloocta[1,2,3-cd]inden-3-yl)benzo[b]thiophene-3-carbonitrile